CC1=NC(=CC(=C1)C=1NC2=CC(=CC=C2C1C)C=1C=NC(=CC1)N1CCNCC1)C 2-(2,6-dimethylpyridin-4-yl)-3-methyl-6-(6-(piperazin-1-yl)pyridin-3-yl)-1H-indole